OCOC1=C(C2=CC=C3C=CC=C4C=CC(=C1)C2=C43)C=O hydroxymethoxypyrenecarboxaldehyde